3-(4-(4-methylstyryl)phenyl-p-tolylamino)fluoranthene CC1=CC=C(C=CC2=CC=C(C=C2)N(C=2C=CC=3C4=CC=CC=C4C4=CC=CC2C34)C3=CC=C(C=C3)C)C=C1